4-Cyclopentyl-3-Fluoroaniline C1(CCCC1)C1=C(C=C(N)C=C1)F